ClC1=NC=C(C(=C1)C1=C(C=NC(=C1)CO)C(=O)NC=1SC(=NN1)OC)OC 2'-chloro-6-(hydroxymethyl)-5'-methoxy-N-(5-methoxy-1,3,4-thiadiazol-2-yl)-(4,4'-bipyridine)-3-carboxamide